1-(2-((3-acrylamidopropyl)dimethylamino)ethoxy)-2,2-dicyanoethylene C(C=C)(=O)NCCCCN(CCOC=C(C#N)C#N)C